COC1=C(N=CC(=N1)C(=O)N)N1CCCCC1 6-methoxy-5-(piperidin-1-yl)pyrazine-2-carboxamide